3-methyl-N,N'-diphenyl-benzoyl-hydrazine CC=1C=C(C(=O)N(NC2=CC=CC=C2)C2=CC=CC=C2)C=CC1